COC([C@@H](NC(=O)OC(C)(C)C)CC(=O)O)=O N-Bocaspartic acid O-methyl ester